2-(benzofuran-5-yl)ethan-1-ol O1C=CC2=C1C=CC(=C2)CCO